(5-((1-methylazetidin-3-yl)oxy)pyrimidin-2-yl)-1-(2,2,2-trifluoroethyl)-1H-pyrrole-3-carboxamide CN1CC(C1)OC=1C=NC(=NC1)C=1N(C=CC1C(=O)N)CC(F)(F)F